triphenylsulfur trifluoromethanesulfonate FC(S(=O)(=O)[O-])(F)F.C1(=CC=CC=C1)[S+](C1=CC=CC=C1)C1=CC=CC=C1